((2-amino-5-bromopyrimidin-4-yl)amino)cyclohexanol NC1=NC=C(C(=N1)NC1(CCCCC1)O)Br